tert-butyl (3-(2-((3-amino-6-(2-hydroxyphenyl)pyridazin-4-yl) oxy)ethyl)bicyclo[1.1.1]pentan-1-yl)carbamate NC=1N=NC(=CC1OCCC12CC(C1)(C2)NC(OC(C)(C)C)=O)C2=C(C=CC=C2)O